OC[C@]1(NC[C@@H]([C@H]([C@@H]1O)O)O)CC[Si](C)(C)C (2R,3R,4R,5S)-2-(hydroxymethyl)-2-(2-(trimethylsilyl)ethyl)piperidine-3,4,5-triol